(S)-N-(1-(4-(3-chloro-4-(2-chloro-3-(6-methoxy-5-((((5-oxopyrrolidin-2-yl)methyl)amino)methyl)pyridin-2-yl)phenyl)pyridin-2-yl)-2-methoxybenzyl)piperidin-4-yl)acetamide ClC=1C(=NC=CC1C1=C(C(=CC=C1)C1=NC(=C(C=C1)CNC[C@H]1NC(CC1)=O)OC)Cl)C1=CC(=C(CN2CCC(CC2)NC(C)=O)C=C1)OC